ClC1=CC=C(C(=N1)C1=NOC(N1)=O)N[C@H](C)C=1C=C(C=C2C(C(=C(OC12)C=1C=NN(C1)C1COC1)C)=O)C 3-[6-Chloro-3-[[(1R)-1-[3,6-dimethyl-2-[1-(oxetan-3-yl)pyrazol-4-yl]-4-oxo-chromen-8-yl]ethyl]amino]-2-pyridyl]-4H-1,2,4-oxadiazol-5-one